C(C)(C)(C)[Si](C)(C)OCCOC1=NC(=CC=C1)Cl tert-butyl-[2-[(6-chloro-2-pyridyl)oxy]ethoxy]-dimethyl-silane